4-[[(6Z)-4-amino-6-methoxyimino-5,5-dimethyl-benzo[h]quinazolin-8-yl]amino]piperidine-1-carboxylic acid tert-butyl ester C(C)(C)(C)OC(=O)N1CCC(CC1)NC=1C=CC2=C(\C(\C(C=3C(=NC=NC23)N)(C)C)=N/OC)C1